OC1CC(C1)N1CCN(CC1)C(=O)OC(C)(C)C Tert-butyl 4-(3-hydroxycyclobutyl)piperazine-1-carboxylate